(R)-3-amino-6-(3-methylimidazo[1,2-a]pyridin-6-yl)-5-(oxazol-2-yl)-N-(tetrahydrofuran-3-yl)pyrazine-2-carboxamide NC=1C(=NC(=C(N1)C=1OC=CN1)C=1C=CC=2N(C1)C(=CN2)C)C(=O)N[C@H]2COCC2